[N+](=O)([O-])C1=CC=C2C(C=COC2=C1OC1=CC=CC=C1)=O 7-Nitro-8-phenoxy-4H-chromen-4-one